NC(C(C)=C1CN(C1)C1=NC(=NC=2NC3=C(C=C(C=C3C21)F)NC)OC=2C=NC(=NC2)C)C 4-(3-(3-Aminobutan-2-ylidene)azetidin-1-yl)-6-fluoro-N-methyl-2-((2-methylpyrimidin-5-yl)oxy)-9H-pyrimido[4,5-b]indol-8-amine